(R)-1-((2-(2-chloro-2'-methyl-3'-(4,5,6,7-tetrahydrothiazolo[5,4-c]pyridin-2-yl)-[1,1'-biphenyl]-3-yl)-7-cyanobenzo[d]oxazol-5-yl)methyl)pyrrolidine-3-carboxylic acid ClC1=C(C=CC=C1C=1OC2=C(N1)C=C(C=C2C#N)CN2C[C@@H](CC2)C(=O)O)C2=C(C(=CC=C2)C=2SC=1CNCCC1N2)C